C(C)(C)(C)C=1C(=C(C=C(C1)C(C)(C)C)C1=C(C(=CC(=C1)C(C)(C)C)C(C)(C)C)OP1OC2=C(O1)C=CC(=C2)C(C)(C)C)OP2OC1=C(C3=C2C=CC=C3)C=CC=C1 6-((3,3',5,5'-Tetra-tert-butyl-2'-((5-(tert-butyl)benzo[d][1,3,2]dioxaphosphol-2-yl)oxy)-[1,1'-biphenyl]-2-yl)oxy)-6H-dibenzo[c,e][1,2]oxaphosphinin